1-(pyridin-4-ylmethyl)piperazine N1=CC=C(C=C1)CN1CCNCC1